FC(CC)(F)C1=CC=C(C=N1)C1=C(C(=O)OCC)C=C(C=C1F)[N+](=O)[O-] Ethyl 2-[6-(1,1-difluoropropyl) pyridin-3-yl]-3-fluoro-5-nitrobenzoate